N1=CC(=CC=C1)CN(CC1=CC=C(C=C1)CNCC1=NC=CC=C1)C1CCCC=2C=CC=NC12 N-(3-pyridylmethyl)-N'-(2-pyridylmethyl)-N-(5,6,7,8-tetrahydro-8-quinolinyl)-1,4-xylylenediamine